5-(tert-butyl)6-methyl-pyridine-5,6-dicarboxylic acid C(C)(C)(C)C1(C=CC=NC1(C(=O)O)C)C(=O)O